CC1=NNC2=C1C(NCC2)=O 3-methyl-1,5,6,7-tetrahydro-4H-pyrazolo[4,3-c]pyridin-4-one